N[C@]1(CCCN2C(COC3=CC=CC=C3C3CCC(OC[C@@H]12)CC3)=S)CO |o1:1,21| Rel-(1s,15S,16R,19s)-15-amino-15-(hydroxymethyl)-8,18-dioxa-11-azatetracyclo[17.2.2.02,7.011,16]tricosa-2,4,6-triene-10-thione